N-(8,9-difluoro-6-oxo-1,4,5,6-tetrahydro-2H-pyrano[3,4-c]isoquinolin-1-yl)-N-methyl-4-(trifluoromethoxy)-1H-indole-2-carboxamide FC=1C(=CC=2C3=C(NC(C2C1)=O)COCC3N(C(=O)C=3NC1=CC=CC(=C1C3)OC(F)(F)F)C)F